2-bromo-9-(2,4,5-trimethylphenyl)-9H-fluoren-9-ol BrC1=CC=2C(C3=CC=CC=C3C2C=C1)(O)C1=C(C=C(C(=C1)C)C)C